C1(CCC1)C=1C=NN2C1N=C(C=C2NC=2C=C(C#N)C=C(C2)C)O[C@@H]2CNCCC2 (S)-3-((3-cyclobutyl-5-((piperidin-3-yl)oxy)pyrazolo[1,5-a]pyrimidin-7-yl)amino)-5-methylbenzonitrile